ClCCC(=C(C1=CC=CC=C1)C1=CC=C(OCCN2CCC(CC2)CN2C(CN(CC2C)C=2C=C3C(N(C(C3=CC2F)=O)C2C(NC(CC2)=O)=O)=O)C)C=C1)C1=CC=CC=C1 5-(4-((1-(2-(4-(4-chloro-1,2-diphenylbut-1-en-1-yl)phenoxy)ethyl)piperidin-4-yl)methyl)-3,5-dimethylpiperazin-1-yl)-2-(2,6-dioxopiperidin-3-yl)-6-fluoroisoindoline-1,3-dione